N-(2-{4-[(aminosulfonyl)amino]hexahydropyridin-1-yl}-5-fluorophenyl)-8-(benzo-1,4-dioxan-6-yl)imidazo[3,2-a]pyrazine-6-carboxamide NS(=O)(=O)NC1CCN(CC1)C1=C(C=C(C=C1)F)NC(=O)C=1N=C(C=2N(C1)C=CN2)C2=CC1=C(OCCO1)C=C2